2,3,5-triiodo-N,N-dimethylaniline IC1=C(N(C)C)C=C(C=C1I)I